FC(CN1N=CC=C1COC=1C=CC2=C(C(=C(O2)C)C(=O)NC2(C(NCCC2)=O)C(=O)OCC)C1)F ethyl 3-(5-((1-(2,2-difluoroethyl)-1H-pyrazol-5-yl) methoxy)-2-methylbenzofuran-3-carboxamido)-2-oxopiperidine-3-carboxylate